OC1=C2C(C[C@H](OC2=CC(=C1)O)C1=CC=C(C=C1)OC)=O (2S)-5,7-dihydroxyl-2-(4-methoxyphenyl)-2,3-dihydrochromen-4-one